N-(3,3-difluorocyclobutyl)-5-(1-(3,3-difluorocyclobutyl)-2-methyl-1H-imidazo[4,5-b]pyridin-6-yl)pyrrolo[2,1-f][1,2,4]triazin-2-amine FC1(CC(C1)NC1=NN2C(C=N1)=C(C=C2)C=2C=C1C(=NC2)N=C(N1C1CC(C1)(F)F)C)F